N1=CC=C(C2=CC=CC=C12)C=1C=NN2C1N=CC(=C2)C2=CC=C(C=C2)N2CCN(CC2)CC=2C=C(C=CC2)NC2C(NC(CC2)=O)=O 3-((3-((4-(4-(3-(quinolin-4-yl)pyrazolo[1,5-a]pyrimidin-6-yl)phenyl)piperazin-1-yl)methyl)phenyl)amino)piperidine-2,6-dione